(1R,2S)-cis-1-aminoinden-2-ol N[C@H]1C(=CC2=CC=CC=C12)O